(2S,3R)-3-(benzylamino)-4-{[tert-butyl-(dimethyl)silyl]oxy}butan-2-ol C(C1=CC=CC=C1)N[C@@H]([C@H](C)O)CO[Si](C)(C)C(C)(C)C